3,6-Dimethyl-2-(3-pyridyl)-8-[(1R)-1-[2-(2H-tetrazol-5-yl)anilino]ethyl]chromen-4-one CC1=C(OC2=C(C=C(C=C2C1=O)C)[C@@H](C)NC1=C(C=CC=C1)C=1N=NNN1)C=1C=NC=CC1